COC(C1CCN(CC1)C1=CC=C(C=C1)C1C(CCC2=CC(=CC=C12)O)C1=CC=CC=2CCCCC12)OC (1R,2S)-1'-(4-(4-(dimethoxymethyl)piperidin-1-yl)phenyl)-1',2',3',4',5,6,7,8-octahydro-[1,2'-binaphthalen]-6'-ol